6-bromo-N,7-bis(methyl-d3)pyrido[2,3-d]pyrimidin-2-amine BrC1=CC2=C(N=C(N=C2)NC([2H])([2H])[2H])N=C1C([2H])([2H])[2H]